3-(3,5-dimethylisoxazol-4-yl)-7-(2-methoxy-4-(1-methylpiperidin-4-yl)phenylamino)-1-(5-methoxypyridin-2-yl)-3,4-dihydropyrimido[4,5-d]pyrimidin-2(1H)-one CC1=NOC(=C1N1C(N(C2=NC(=NC=C2C1)NC1=C(C=C(C=C1)C1CCN(CC1)C)OC)C1=NC=C(C=C1)OC)=O)C